C1(CC1)C[C@@H](O)C1=NC=C(C(=C1)C)C=1N=CC2=CC(=NC=C2C1)NC (1R)-2-cyclopropyl-1-{4-methyl-5-[7-(methylamino)-2,6-naphthyridin-3-yl]pyridin-2-yl}ethanol